tert-butyl((2-chloro-1,6-naphthyridin-7-yl)methyl)carbamate C(C)(C)(C)OC(NCC1=NC=C2C=CC(=NC2=C1)Cl)=O